butyl-5'-chloro-4-(2-methoxyphenyl)-3a-nitro-2'-oxo-3a,9b-dihydro-4H-spiro[cyclopenta[c]benzopyran-1,3'-indoline]-2-carbonitrile C(CCC)N1C(C2(C3=CC(=CC=C13)Cl)C(=CC1(C(OC3=C(C12)C=CC=C3)C3=C(C=CC=C3)OC)[N+](=O)[O-])C#N)=O